3-(4-methyl-2-(2-oxopyridin-1(2H)-yl)pentanamido)-3-(2-o-tolylpyridin-4-yl)propanoic acid CC(CC(C(=O)NC(CC(=O)O)C1=CC(=NC=C1)C1=C(C=CC=C1)C)N1C(C=CC=C1)=O)C